C1(=CC=CC=C1)CC 1-phenylethane